IC=1C=C(C[C@@H]2N(CCC[C@@H]2NS(=O)(=O)C)C(=O)OC)C=CC1 methyl cis-2-(3-iodobenzyl)-3-((methylsulfonyl)amino)piperidine-1-carboxylate